CCC(C)(C)[O-].[Na+].[Na+].CCC(C)(C)[O-] disodium tertiary pentoxide